C(CCC)C1=C(C=CC=C1)C1=NN2C(C=CC(=C2)C(=O)O)=N1 2-(2-Butylphenyl)[1,2,4]triazolo[1,5-a]pyridine-6-carboxylic acid